ClC1=C(C=C2C=C(N=CC2=C1)NC(=O)[C@H]1[C@@H]2CCOC[C@H]12)C1CCN(CC1)[C@@]1(COC[C@@H]1O)C (1S,6R,7S)-N-(7-chloro-6-(1-((3R,4R)-4-hydroxy-3-methyltetrahydrofuran-3-yl)piperidin-4-yl)isoquinolin-3-yl)-3-oxabicyclo[4.1.0]heptane-7-carboxamide